C1=CSC(=C1)C(=O)[O-] The molecule is a monocarboxylic acid anion that is the conjugate base of thiophene-2-carboxylic acid, obtained by deprotonation of the carboxy group; major species at pH 7.3. It is a conjugate base of a thiophene-2-carboxylic acid.